3-O-Ethyl-Ascorbic Acid (Ethyl-Ascorbate) C(C)[C@]1(C(=C(C(=O)O1)O)O)[C@@H](O)CO.C(C)OC1=C(C(=O)O[C@@H]1[C@@H](O)CO)O